2-Hydroxy-2,2-diphenyl-N-(piperidin-3-yl)acetamide OC(C(=O)NC1CNCCC1)(C1=CC=CC=C1)C1=CC=CC=C1